IC1=CC=C(C=C1)C1(COC1)O 3-(4-iodophenyl)oxetan-3-ol